C1(NC(CC2=CC=CC=C12)=O)=O isochinolin-1,3(2H)-dione